7-(3-{[(3-fluoropyridin-4-yl)methyl]carbamoyl}azetidin-1-yl)-5-methyl-4-oxo-1-(1,2,4-thiadiazol-5-yl)-1,4-dihydro-1,8-naphthyridine-3-carboxylic acid FC=1C=NC=CC1CNC(=O)C1CN(C1)C1=CC(=C2C(C(=CN(C2=N1)C1=NC=NS1)C(=O)O)=O)C